N1=C(C=CC(=C1)NC(=O)C1CN(CC1)C)C1=NC=CC=C1 N-([2,2'-bipyridin]-5-yl)-1-methylpyrrolidine-3-carboxamide